5-(3-bromo-5-isobutyl-1H-pyrazol-1-yl)-2-fluorophenol BrC1=NN(C(=C1)CC(C)C)C=1C=CC(=C(C1)O)F